3-(2-Amino-7,8-dihydropyrido[4,3-d]pyrimidin-6(5H)-yl)-N-[(1S,2S)-1,3-dihydroxy-1-phenylpropan-2-yl]-4-methylbenzamide NC=1N=CC2=C(N1)CCN(C2)C=2C=C(C(=O)N[C@H]([C@H](C1=CC=CC=C1)O)CO)C=CC2C